3-(5-ethyl-1H-pyrazol-1-yl)-5-fluorobenzoic acid C(C)C1=CC=NN1C=1C=C(C(=O)O)C=C(C1)F